C(C1=CC=CC=C1)OC[C@H]1OC[C@@](CN(C1)C(=O)OC(C)(C)C)(OCC(=C)C)C |o1:12| tert-butyl (2S,6R*)-2-[(benzyloxy)methyl]-6-methyl-6-[(2-methylprop-2-en-1-yl)oxy]-1,4-oxazepane-4-carboxylate